O=C1N(CCC1CC1=CC(=C(C(=C1)F)F)F)C(=O)OC(C)(C)C tert-butyl 2-oxo-3-(3,4,5-trifluorobenzyl)pyrrolidine-1-carboxylate